COC1=NN=C(S1)NC1=NC=2N(C(=C1C1=CC=C(C=C1)OC)OC)N=C(C2C2=CC=CC=C2)C2=CC=CC=C2 5-methoxy-N-(7-methoxy-6-(4-methoxyphenyl)-2,3-diphenylpyrazolo[1,5-a]pyrimidin-5-yl)-1,3,4-thiadiazol-2-amine